FC(C(=O)O)(F)F.N1=CC=CC=2C3(CCC(C12)N)COC3 7',8'-dihydro-6'H-spiro[oxetane-3,5'-quinolin]-8'-amine 2,2,2-trifluoroacetate